N-(4-chlorophenyl)-5-fluoropyridin-2-amine ClC1=CC=C(C=C1)NC1=NC=C(C=C1)F